CN(C1=NC=C(C=N1)B1OC(C(O1)(C)C)(C)C)CCN1CCOCC1 N-methyl-N-(2-morpholinoethyl)-5-(4,4,5,5-tetramethyl-1,3,2-dioxaborolan-2-yl)pyrimidin-2-amine